Tert-butyl (3R,7R)-9-(1-(6-bromopyridin-3-yl) ethyl)-3,7-dimethyl-10-oxo-3,4,7,8,9,10-hexahydropyrido[4',3':3,4]pyrazolo[1,5-a]pyrazine-2(1H)-carboxylate BrC1=CC=C(C=N1)C(C)N1C(C=2N([C@@H](C1)C)N=C1C2CN([C@@H](C1)C)C(=O)OC(C)(C)C)=O